4-[1-(1H-pyrrolo[2,3-b]pyridin-4-yl)-1H-pyrazol-3-yl]benzonitrile N1C=CC=2C1=NC=CC2N2N=C(C=C2)C2=CC=C(C#N)C=C2